methyl 3-(4-ethoxyphenyl)isoquinoline-1-carboxylate C(C)OC1=CC=C(C=C1)C=1N=C(C2=CC=CC=C2C1)C(=O)OC